3-[4-[4-[3-methoxy-4-(4,4,5,5-tetramethyl-1,3,2-dioxaborolan-2-yl)phenyl]-1-piperidyl]-3-methyl-2-oxo-benzimidazol-1-yl]piperidine-2,6-dione COC=1C=C(C=CC1B1OC(C(O1)(C)C)(C)C)C1CCN(CC1)C1=CC=CC=2N(C(N(C21)C)=O)C2C(NC(CC2)=O)=O